pyrido[3,4-d]pyridazin-7(6H)-one formate salt C(=O)O.C=1C=2C(C=NN1)=CNC(C2)=O